4-(2-Amino-2-methylpropanoyl)-N-(1-(3-(1-(aminomethyl)-3-azabicyclo[3.1.0]hexan-3-yl)chroman-7-yl)-2-oxo-1,2-dihydropyrimidin-4-yl)piperazine-1-carboxamide hydrochloride salt Cl.NC(C(=O)N1CCN(CC1)C(=O)NC1=NC(N(C=C1)C1=CC=C2CC(COC2=C1)N1CC2(CC2C1)CN)=O)(C)C